N-methyl-N-((S)-1-(((R)-1-methylazepan-2-yl)sulfonyl)pyrrolidine-3-carbonyl)-L-valine methyl ester COC([C@@H](N(C(=O)[C@@H]1CN(CC1)S(=O)(=O)[C@H]1N(CCCCC1)C)C)C(C)C)=O